[Fe].[Co].[Zn] zinc-cobalt-iron